2-hydroxy-N-methoxy-N-methyl-[1,1'-biphenyl]-3-carboxamide OC1=C(C=CC=C1C(=O)N(C)OC)C1=CC=CC=C1